FC(COC(=O)N1[C@@H]([C@H](C[C@H]1C)S(=O)(=O)C)CO[C@@H]1C[C@@H]2C[C@@]2(CC1)C1=NC=C(C=N1)F)(C)F (2r,3s,5r)-2-((((1s,3s,6r)-6-(5-fluoropyrimidin-2-yl)bicyclo[4.1.0]hept-3-yl)oxy)methyl)-5-methyl-3-(methylsulfonyl)pyrrolidine-1-carboxylic acid 2,2-difluoropropyl ester